methyl 2-cyclopropyl-5-ethoxy-4-((3-oxo-2-(4-((3-ureidopropyl)carbamoyl)phenyl)-2,8-diazaspiro[4.5]decan-8-yl)methyl)benzoate C1(CC1)C1=C(C(=O)OC)C=C(C(=C1)CN1CCC2(CC(N(C2)C2=CC=C(C=C2)C(NCCCNC(=O)N)=O)=O)CC1)OCC